[1-(1-acetylpyrazol-3-yl)-2-bromo-3-oxo-inden-5-yl] acetate C(C)(=O)OC=1C=C2C(C(=C(C2=CC1)C1=NN(C=C1)C(C)=O)Br)=O